exo-norbornylamine hydrochloride Cl.C12(CCC(CC1)C2)N